CC(C(O)C1=CC=CC=C1)(C)C 2,2-Dimethyl-1-phenyl-1-propanol